tert-butyl 4-(dimethylamino)-3,3-difluoropiperidine-1-carboxylate CN(C1C(CN(CC1)C(=O)OC(C)(C)C)(F)F)C